(6-methoxy-5-(1H-pyrazol-1-yl)pyridin-2-yl)boronic acid COC1=C(C=CC(=N1)B(O)O)N1N=CC=C1